3,5-bis(tertiary butyl)-4-hydroxyphenylpropionyl chloride C(C)(C)(C)C=1C=C(C=C(C1O)C(C)(C)C)CCC(=O)Cl